C(CCCCCC\C=C/C\C=C/CCCCC)C(OC)O[Si](OCCCCN(CCCCO)CCCCCCO[Si](OC(OCCCCCCCC)CCCCCCC)(C)C)(C)C 5-(3-((8Z,11Z)-heptadeca-8,11-dien-1-yl)-5,5-dimethyl-2,4,6-trioxa-5-siladecan-10-yl)-15-heptyl-13,13-dimethyl-12,14,16-trioxa-5-aza-13-silatetracosan-1-ol